ClC=1C(=C(C(=CC1)N1N=NN=C1)C=1C=CC(=[N+](C1)[O-])C(C[C@H]1[C@H](C1)C(=O)N1CCCCC1)N1N=CC(=C1)C1=CC=C(C=C1)NC(=O)OC)F |o1:21,22| 5-(3-Chloro-2-fluoro-6-(1H-tetrazol-1-yl)phenyl)-2-(1-(4-(4-((methoxycarbonyl)amino)phenyl)-1H-pyrazol-1-yl)-2-((1S*,2S*)-2-(piperidine-1-carbonyl)cyclopropyl)ethyl)pyridine 1-oxide